C1(=CC=CC=C1)C=1COC2=CC(=CC=C2C1C1=CC=C(C=C1)N1CC2(C1)CCN(CC2)C(=O)OC(C)(C)C)OC2OCCCC2 tert-butyl 2-(4-(3-phenyl-7-((tetrahydro-2H-pyran-2-yl) oxy)-2H-chromen-4-yl) phenyl)-2,7-diazaspiro[3.5]nonane-7-carboxylate